FC(C1=CC=C(C=C1)N1C2=C(N[C@H](C1)CNC(C=C)=O)N=CC=C2)(F)F (S)-N-((1-(4-(trifluoromethyl)phenyl)-1,2,3,4-tetrahydropyrido[2,3-b]pyrazin-3-yl)methyl)acrylamide